FC(OC1=C(CN2C(C(=CC=3C2=NC(=CN3)C)C3CCNCC3)=O)C=CC=C1)F 5-(2-(difluoromethoxy)benzyl)-3-methyl-7-(piperidin-4-yl)pyrido[2,3-b]pyrazin-6(5H)-one